C(#N)C=1C2=C(SC1NC(OC(C)(C)C)=O)C(=CC=C2C=2C1=C(C=3C(=NC(=NC3C2F)SCC)O)COC1)F tert-Butyl (3-cyano-4-(3-(ethylthio)-5-fluoro-1-hydroxy-7,9-dihydrofuro[3,4-f]quinazolin-6-yl)-7-fluorobenzo[b]thiophen-2-yl)carbamate